9-decenyl-hexyl-dichlorosilane C(CCCCCCCC=C)[Si](Cl)(Cl)CCCCCC